methyl (E)-3-amino-4-((4-((2-amino-4-carbamoyl-6-((4-(4-isobutyrylpiperazin-1-yl)but-2-yn-1-yl)oxy)phenyl)amino)but-2-en-1-yl)amino)-5-methoxybenzoate NC=1C=C(C(=O)OC)C=C(C1NC\C=C\CNC1=C(C=C(C=C1OCC#CCN1CCN(CC1)C(C(C)C)=O)C(N)=O)N)OC